The molecule is a carboxamidine that is N,N-diethylethanimidamide in which the hydrogen attached to the imino nitrogen has been replaced by a fluoro(ethoxy)phosphoryl group. A toxic nerve agent developed by the former Soviet Union. It has a role as an EC 3.1.1.7 (acetylcholinesterase) inhibitor and a neurotoxin. It is a carboxamidine, a fluorine molecular entity and an organic phosphoramidate. CCN(CC)/C(=N/P(=O)(OCC)F)/C